FC1(C(C1)C1=C(C=C(C=N1)C(=O)NCC=1C=NC=CC1C)F)F 6-(2,2-difluorocyclopropyl)-5-fluoro-N-[(4-methylpyridin-3-yl)methyl]pyridine-3-carboxamide